2-(azetidin-3-yl)-N-[(3-fluoropyridin-2-yl)methyl]-1,3-oxazole-4-carboxamide dihydrochloride Cl.Cl.N1CC(C1)C=1OC=C(N1)C(=O)NCC1=NC=CC=C1F